OP(O)OP(O)O.C(C)(C)(CC)C1=C(C(=CC(=C1)C)C(C)(C)CC)C(O)(C(CO)(CO)CO)C1=C(C=C(C=C1C(C)(C)CC)C)C(C)(C)CC bis(2,6-di-t-amyl-4-methylphenyl)pentaerythritol diphosphite